[K+].C1CCC2=C(C=3CCCC3C=C12)NC(=O)N1CC(CC1)S(=O)(=O)[NH-] (1,2,3,5,6,7-Hexahydro-s-indacen-4-yl)carbamoyl-pyrrolidine-3-sulfonamide, Potassium Salt